5-(tert-butyl)-N-(2-methyl-4-(5-(2-(N-methylacrylamido)ethoxy)pyrimidin-4-yl)benzyl)isoxazole-3-carboxamide C(C)(C)(C)C1=CC(=NO1)C(=O)NCC1=C(C=C(C=C1)C1=NC=NC=C1OCCN(C(C=C)=O)C)C